CN(CCCOC1=C(C=C(C=C1)C1=CC=2C3=C(C=NC2C=C1)N(C(C31CC1)=O)C)NS(=O)(=O)C1=CC=CC=C1)C N-(2-(3-(Dimethylamino)propoxy)-5-(3'-methyl-2'-oxo-2',3'-dihydrospiro[cyclopropane-1,1'-pyrrolo[2,3-c]quinolin]-8'-yl)phenyl)benzenesulfonamide